5-(1-methyl-1H-pyrazol-4-yl)-N4-(1,2,3,4-tetrahydroisoquinolin-7-yl)-N2-(3-(trifluoromethyl)benzyl)pyrimidine-2,4-diamine CN1N=CC(=C1)C=1C(=NC(=NC1)NCC1=CC(=CC=C1)C(F)(F)F)NC1=CC=C2CCNCC2=C1